N-[4-(3-Cyanophenyl)-5-(2,6-dimethyl-4-pyridyl)thiazol-2-yl]-6-oxo-3,4,7,8,9,9a-hexahydro-1H-pyrido[1,2-a]pyrazin-2-carboxamid C(#N)C=1C=C(C=CC1)C=1N=C(SC1C1=CC(=NC(=C1)C)C)NC(=O)N1CC2N(CC1)C(CCC2)=O